C(CC)(=O)[O-].C(CC)(=O)[O-].C(CCCCCCCCCCCCCCC)(=O)NCCNC(CCCCCCCCCCCCCCC)=O.[Na+].[Na+] sodium N,N'-dipalmitoylethylenediamine dipropionate